CC1=C(C=C(C(=O)NCC2=NC=C3C=CC(=NC3=C2)N2CC(CC2)C=2C=NC=CC2)C=C1)S(=O)(=O)C 4-methyl-3-(methylsulfonyl)-N-((2-(3-(pyridin-3-yl)pyrrolidin-1-yl)-1,6-naphthyridin-7-yl)methyl)benzamide